(S)-3-(6-oxo-6,8-dihydro-2H,7H-spiro[furo[2,3-e]isoindole-3,4'-piperidin]-7-yl)piperidine-2,6-dione O=C1N(CC2=C3C(=CC=C12)C1(CCNCC1)CO3)[C@@H]3C(NC(CC3)=O)=O